4'-(2-([1,1'-biphenyl]-4-yl)-1,2-diphenylvinyl)-[1,1'-biphenyl]-4-carbaldehyde C1(=CC=C(C=C1)C(=C(C1=CC=CC=C1)C1=CC=C(C=C1)C1=CC=C(C=C1)C=O)C1=CC=CC=C1)C1=CC=CC=C1